C(C)C(CSC=1C=C(C(=NC1)C(=O)OC)C(=O)OC)CCCC Dimethyl 5-(2-ethylhexylthio)pyridine-2,3-dicarboxylate